8-methoxy-1-(1,2,3,4-tetrahydroisoquinolin-6-yl)-1,4-dihydro-2H-[1,3]oxazino[5,4-c][1,8]Naphthyridin-2-one COC=1C=CC=2C3=C(C=NC2N1)COC(N3C=3C=C1CCNCC1=CC3)=O